2-(2-isopropylphenyl)formyloxy-1,3-propanediol C(C)(C)C1=C(C=CC=C1)C(=O)OC(CO)CO